{5-chloro-1-[(3R)-oxolan-3-yl]-6-(2H-1,2,3-triazol-2-yl)-1H-pyrrolo[2,3-b]pyridin-3-yl}[(2R,6R)-1-(5-fluoro-3-iodopyridin-2-yl)-2,6-dimethylpiperidin-4-yl]methanone ClC=1C=C2C(=NC1N1N=CC=N1)N(C=C2C(=O)C2C[C@H](N([C@@H](C2)C)C2=NC=C(C=C2I)F)C)[C@H]2COCC2